C(C)(C)(C)C=1C=C(C2=C(N=C(O2)C=C)C1)C(C)(C)C 5,7-di-tert-butyl-2-vinylbenzo[d]oxazole